C[C@@H]1N(CCN(C1)C)CC(=O)NC=1N=CC2=CC=C(C=C2C1)C=1SC(=NN1)C (S)-2-(2,4-dimethylpiperazin-1-yl)-N-(6-(5-methyl-1,3,4-thiadiazol-2-yl)isoquinolin-3-yl)acetamide